azide [N-]=[N+]=[N-]